FC1=CC(=C(C=C1)[Mg]Br)C (4-fluoro-2-methylphenyl)magnesium bromide